tert-butyl (8S)-8-(hydroxymethyl)-7-azadispiro[3.0.45.14]decane-7-carboxylate OC[C@H]1N(CC2(C3(CCC3)C2)C1)C(=O)OC(C)(C)C